C1(=CC(=CC=C1)CN1C(C2=CC=CC=C2C1)=O)CN1C(C2=CC=CC=C2C1)=O 2,2'-[1,3-phenylenebis(methylene)]Bis(isoindolin-1-one)